4-(prop-1-en-2-yl)-N-((1R,3S)-3-(5,6,7,8-tetrahydro-[1,2,4]triazolo[4,3-a]pyridin-3-yl)cyclohexyl)-5-(trifluoromethyl)pyrimidin-2-amine C=C(C)C1=NC(=NC=C1C(F)(F)F)N[C@H]1C[C@H](CCC1)C1=NN=C2N1CCCC2